(R)-3-hydroxy-4-(4-((1-methylpiperidin-3-yl)amino)-6,7-dihydro-5H-cyclopenta[d]pyridazin-1-yl)benzonitrile OC=1C=C(C#N)C=CC1C1=NN=C(C2=C1CCC2)N[C@H]2CN(CCC2)C